4,5,6,7-tetrahydrothiazolo[5,4-c]pyridin-5-ium chloride [Cl-].N1=CSC=2C[NH2+]CCC21